methyl bicyclo[3.3.1]non-6-en-3-ylcarbamate C12CC(CC(C=CC1)C2)NC(OC)=O